1,3,5-tris(N,N-diglycidylaminomethyl)cyclohexane C(C1CO1)N(CC1CO1)CC1CC(CC(C1)CN(CC1CO1)CC1CO1)CN(CC1CO1)CC1CO1